7-Amino-4-(benzyloxy)-6-(3-methoxy-2,6-dimethylphenyl)furo[2,3-d]pyrrolo[2,3-b]pyridine-8-carbonitrile NC1=C(C=2C(=NC(=C3C2OC=C3)OCC3=CC=CC=C3)N1C1=C(C(=CC=C1C)OC)C)C#N